CC(C(=O)N1CC2=C(CCC1)NN=C2C(=O)N2CCC(CC2)C2=C(C=CC=C2)C(F)(F)F)(C)C 2,2-dimethyl-1-(3-(4-(2-(trifluoromethyl)phenyl)piperidine-1-carbonyl)-4,6,7,8-tetrahydropyrazolo[4,3-c]azepin-5(1H)-yl)propan-1-one